BrC1=CC2=C(C3=C(N=CNC3=O)N2)N=C1 7-bromo-3,9-dihydro-4H-pyrido[2',3':4,5]pyrrolo[2,3-d]pyrimidin-4-one